diethylaminomethacrylate C(C)N(CC)C=C(C(=O)[O-])C